S1SSSC1.[C] carbon tetrathiol